ethylthiomorpholine-4-sulfonamide C(C)C1N(CCSC1)S(=O)(=O)N